2-amino-9-((2r,3r,5s)-3-hydroxy-5-((S)-1-hydroxypropyl)tetrahydrofuran-2-yl)-7-(prop-1,2-dien-1-yl)-7,9-dihydro-1H-purine-6,8-dione NC=1NC(C=2N(C(N(C2N1)[C@@H]1O[C@@H](C[C@H]1O)[C@H](CC)O)=O)C=C=C)=O